(2R)-6-(benzyloxy)-2,5,7,8-tetramethyl-2-(4-methyl-2-(phenylsulfonyl)pent-3-en-1-yl)chromane C(C1=CC=CC=C1)OC=1C(=C2CC[C@@](OC2=C(C1C)C)(CC(C=C(C)C)S(=O)(=O)C1=CC=CC=C1)C)C